2-chloro-1-[5-((R or S)-1,2-dihydroxyethyl)-6-[(4-fluorophenyl)methyl]-3,3-dimethyl-1H,2H,3H-pyrrolo[3,2-b]pyridin-1-yl]ethan-1-one ClCC(=O)N1CC(C2=NC(=C(C=C21)CC2=CC=C(C=C2)F)[C@H](CO)O)(C)C |o1:21|